3-(perfluorohexyl) propylene oxide FC(C(C(C(C(C(F)(F)F)(F)F)(F)F)(F)F)(F)F)(CC1CO1)F